C(C)(C)(C)OC(=O)N1C(=NC(=C([C@@H]1C1=C(C=C(C=C1)F)Cl)I)C)C=1SC=CN1 (S)-6-(2-chloro-4-fluorophenyl)-5-iodo-4-methyl-2-(thiazol-2-yl)pyrimidine-1(6H)-carboxylic acid tert-butyl ester